1-(1-(2-benzyl-phenoxy)propan-2-yl)-2-methylpiperidine C(C1=CC=CC=C1)C1=C(OCC(C)N2C(CCCC2)C)C=CC=C1